L-(+)-lysine monoHydrochloride C(CCN)C[C@@H](C(=O)O)N.Cl